OC1=C(C=CC(=C1)N(CC)CC)N1N=C2C(=N1)C=CC(=C2)C(=O)OCCCC 2-(2-hydroxy-4-diethylaminophenyl)-5-butoxycarbonyl-2H-benzotriazole